N-{[rac-(2S,4S)-2-Methyltetrahydropyran-4-yl]thiocarbamoyl}carbamic acid tert-butyl ester C(C)(C)(C)OC(NC(N[C@@H]1C[C@@H](OCC1)C)=S)=O |r|